FC1(CCC2(CNC2)CC1)C1=CC=C2C(=N1)N(C=C2)C 7-Fluoro-7-(1-methyl-1H-pyrrolo[2,3-b]pyridin-6-yl)-2-azaspiro[3.5]nonan